6,7-dimethoxy-1-(furan-3-yl)-3,4-dihydroisoquinoline COC=1C=C2CCN=C(C2=CC1OC)C1=COC=C1